C(C)N1C(C2=CC=C(C=C2C1(C)C)NC1=NC=C(C(=N1)N[C@H](CO)C1=CC=CC=C1)C1=NC(=NO1)C1=CC=NC=C1)=O (S)-2-ethyl-5-((4-((2-hydroxy-1-phenylethyl)amino)-5-(3-(pyridin-4-yl)-1,2,4-oxadiazol-5-yl)pyrimidin-2-yl)amino)-3,3-dimethylisoindolin-1-one